ClC=1C=C2C(C(N(CC2=CN1)C1=C(C(=CC(=C1F)OC)OC)F)=O)(C)C 6-chloro-2-(2,6-difluoro-3,5-dimethoxyphenyl)-4,4-dimethyl-1,4-dihydro-2,7-naphthyridin-3(2H)-one